FC=1C=C2C(C=C(N(C2=C(C1)F)C)C(=O)OC)=C=O methyl 6,8-difluoro-1-methyl-4-carbonyl-1,4-dihydroquinoline-2-carboxylate